1-(5-((R)-2-(2,5-difluorophenyl)-4-oxopyrrolidin-1-yl)-2-fluoropyrazolo[1,5-a]pyrimidin-3-yl)-3-((1R,2R)-2-hydroxycyclopropyl)urea FC1=C(C=C(C=C1)F)[C@@H]1N(CC(C1)=O)C1=NC=2N(C=C1)N=C(C2NC(=O)N[C@H]2[C@@H](C2)O)F